{4-[2-(4-methyl-1,4'-bipiperidin-1'-yl)-2-oxoethyl]-1,3-thiazol-2-yl}carbamic acid tert-butyl ester C(C)(C)(C)OC(NC=1SC=C(N1)CC(=O)N1CCC(CC1)N1CCC(CC1)C)=O